7-chloro-3-ethynylimidazo[1,2-b]pyridazine ClC1=CC=2N(N=C1)C(=CN2)C#C